3-(2-((5-(1H-pyrazol-1-yl)-1H-tetrazol-1-yl)methyl)-5-amino-8-(1-methyl-6-oxo-1,6-dihydropyridin-3-yl)-[1,2,4]triazolo[1,5-c]pyrimidin-7-yl)benzonitrile N1(N=CC=C1)C1=NN=NN1CC1=NN2C(=NC(=C(C2=N1)C1=CN(C(C=C1)=O)C)C=1C=C(C#N)C=CC1)N